3,3-difluoro-4-(1H-pyrazol-4-yl)-1,2,3,6-tetrahydropyridine hydrochloride Cl.FC1(CNCC=C1C=1C=NNC1)F